COC1=C(C=CC=2C=3N(C(=NC12)C=C(C=1C=NC=CC1)O)CCN3)OCCCC(=O)N3CCOCC3 2-[7-methoxy-8-(4-morpholin-4-yl-4-oxobutoxy)-2,3-dihydroimidazo[1,2-c]quinazolin-5-yl]-1-pyridin-3-yl-vinyl alcohol